C(C)(C)(C)N1C=NC(=C1)C(=O)NCC#CC1=NN2C(C=CC=C2N[C@H]2[C@H](CN(CC2)C)F)=C1CC(F)(F)F 1-tert-butyl-N-[3-(7-{[(3S,4R)-3-fluoro-1-methylpiperidin-4-yl]amino}-3-(2,2,2-trifluoroethyl)pyrazolo[1,5-a]pyridin-2-yl)prop-2-yn-1-yl]-1H-imidazole-4-carboxamide